N-(2-cyclopropyl-1-(3-methylpyridin-2-yl)ethyl)-7-methyl-1H-indole C1(CC1)CC(C1=NC=CC=C1C)N1C=CC2=CC=CC(=C12)C